iodomethyl-germane IC[GeH3]